FC1(NCC(NC1)(F)F)F 2,2,5,5-tetrafluoropiperazine